C(C)(C)(C)OC(=O)N1CC(CCC1)(F)C1=C(C=CC=C1)Br.ClC=1C=C(C=CC1)NC(C1=CC=C(C=C1)N(C(=O)NC1=CC=C(C=C1)Cl)CCN1CCOCC1)=O N-(3-chlorophenyl)-4-{3-(4-chlorophenyl)-1-[2-(4-morpholinyl)ethyl]ureido}benzamide tert-butyl-3-(2-bromophenyl)-3-fluoropiperidine-1-carboxylate